C(C)(CC)C1=CC=C(C=C1)O p-(sec-butyl)phenol